N-(4-((4-(5-methyl-1,3,4-thiadiazol-2-yl)-4-phenethylpiperidin-1-yl)methyl)phenyl)acetamide DI-CALCIUM PHOSPHATE P(=O)([O-])([O-])[O-].[Ca+2].[Ca+2].CC1=NN=C(S1)C1(CCN(CC1)CC1=CC=C(C=C1)NC(C)=O)CCC1=CC=CC=C1